CCCCCCCCCCCCCCCC(=O)OC[C@H](COP(=O)(O)OC[C@H](CO)O)OC(=O)CCCCCCCCCCCCCCC The molecule is a 1,2-diacyl-sn-glycero-3-phospho-(1'-sn-glycerol) in which both acyl groups are specified as hexadecanoyl (palmitoyl). It has a role as a mouse metabolite. It is a conjugate acid of a 1,2-dipalmitoyl-sn-glycero-3-phospho-(1'-sn-glycerol)(1-).